CN(S(=O)(=O)C1=CC(=CC=C1)S(=O)(=O)NC1=C(C=CC=C1)N1CCC(CC1)C)C N1,N1-dimethyl-N3-(2-(4-methylpiperidin-1-yl)phenyl)benzene-1,3-disulfonamide